C1(CC1)C(=O)N1[C@@H](CN(CC1)C1=CC(=NC(=N1)C=1C=NN(C1)C)C#N)C 6-[(3R)-4-(cyclopropylcarbonyl)-3-methylpiperazin-1-yl]-2-(1-methyl-1H-pyrazol-4-yl)pyrimidine-4-carbonitrile